7-ethylquinoxalin C(C)C1=CC=C2N=CC=NC2=C1